N-methyl-5-(6-((2-methyl-3-oxo-3,4-dihydroquinoxalin-6-yl)methyl)-2,6-diazaspiro[3.3]heptan-2-yl)picolinamide CNC(C1=NC=C(C=C1)N1CC2(C1)CN(C2)CC=2C=C1NC(C(=NC1=CC2)C)=O)=O